FC1=C(CN2[C@@H](C[C@@H](C2)C)C(=O)N)C=CC(=C1)OCC1=CC(=CC=C1)F (2S,4S)-1-(2-fluoro-4-(3-fluorobenzyloxy)benzyl)-4-methylpyrrolidine-2-carboxamide